2,5-dichloro-6-((R)-1-methyl-2-oxiranylmethoxy-ethylamino)-pyrimidine-4-carboxylic acid methyl ester COC(=O)C1=NC(=NC(=C1Cl)N[C@@H](COCC1OC1)C)Cl